FC1=NN(C=2C=CC3=C(C12)C(=C(N3CC3=CC=C(CCN(C(OC(C)(C)C)=O)CCCF)C=C3)C3=C(C=CC=C3)C)F)S(=O)(=O)C3=CC=CC=C3 tert-butyl (4-((1,8-difluoro-3-(phenylsulfonyl)-7-(o-tolyl)pyrrolo[3,2-e]indazol-6(3H)-yl)methyl)phenethyl)(3-fluoropropyl)carbamate